The molecule is the tetracation of ToTo-1 dye. It has a role as a fluorochrome. It is a quinolinium ion, a benzothiazolium ion, a cyanine dye and a quaternary ammonium ion. CN1/C(=C/C2=CC=[N+](C3=CC=CC=C23)CCC[N+](CCC[N+](CCC[N+]4=CC=C(C5=CC=CC=C45)/C=C/6\\SC7=CC=CC=C7N6C)(C)C)(C)C)/SC8=CC=CC=C18